6-((2-((3aR,4S,6aS)-4-Aminohexahydrocyclopenta[c]pyrrol-2(1H)-yl)-1H-benzo[d]imidazol-1-yl)methyl)nicotinonitril-hydrochlorid Cl.N[C@H]1CC[C@@H]2CN(C[C@@H]21)C2=NC1=C(N2CC2=NC=C(C#N)C=C2)C=CC=C1